FC=1C=CC=C2C3(COCC12)NC(NC3=O)=O 8'-fluorospiro[imidazolidine-4,4'-isochroman]-2,5-dione